6-(3'-((cyclopentylamino)methyl)-[1,1'-biphenyl]-4-yl)-2-methyl-1H-benzo[d]imidazole-4-carboxylic acid C1(CCCC1)NCC=1C=C(C=CC1)C1=CC=C(C=C1)C=1C=C(C2=C(NC(=N2)C)C1)C(=O)O